C1(CC1)C=1C=C(C=CC1OC)C1CCC2(CN(C2)C(=O)C2CC(C2)(C)O)CC1 (7-(3-Cyclopropyl-4-methoxyphenyl)-2-azaspiro[3.5]nonan-2-yl)((1s,3s)-3-hydroxy-3-methylcyclobutyl)methanone